OC(CC#N)C1=CC(=CC=C1)O 3-hydroxy-3-(3-hydroxyphenyl)propanenitrile